5-chloro-4-(cyclopentylmethoxy)-N-((4-(((1S,2S)-2-(dimethylamino)-cyclohexyl)amino)phenyl)sulfonyl)-2-fluorobenzamide formate C(=O)O.ClC=1C(=CC(=C(C(=O)NS(=O)(=O)C2=CC=C(C=C2)N[C@@H]2[C@H](CCCC2)N(C)C)C1)F)OCC1CCCC1